3-bromo-5-(3,5-difluorophenoxy)-1-methyl-1,2,4-triazole BrC1=NN(C(=N1)OC1=CC(=CC(=C1)F)F)C